1-(3-((R)-1-((6-(((S)-1,4-dioxane-2-yl)methoxy)-7-methoxy-2-methylquinazolin-4-yl)amino)ethyl)-2-fluorophenyl)-1,1-difluoro-2-methylpropan-2-ol O1[C@@H](COCC1)COC=1C=C2C(=NC(=NC2=CC1OC)C)N[C@H](C)C=1C(=C(C=CC1)C(C(C)(O)C)(F)F)F